6-(6-fluoro-4-methoxy-2-(((1s,4s)-4-methoxy-4-methylcyclohexyl)amino)pyrrolo[2,1-f][1,2,4]triazin-5-yl)-N-methylimidazo[1,2-a]pyridine-3-carboxamide FC=1C(=C2C(=NC(=NN2C1)NC1CCC(CC1)(C)OC)OC)C=1C=CC=2N(C1)C(=CN2)C(=O)NC